4-difluoromethyl-1,2,3-thiadiazole-5-hydrazide FC(C=1N=NSC1C(=O)NN)F